4-((dimethylamino)methyl)-N,N-bis(3-methoxybenzyl)aniline CN(C)CC1=CC=C(N(CC2=CC(=CC=C2)OC)CC2=CC(=CC=C2)OC)C=C1